FC1=CC=CC=2NC(=NC21)CCNCCC=2SC=1N=CN=C(C1N2)NCC2=NC=CC=C2F 2-(2-{[2-(4-fluoro-1H-1,3-benzodiazol-2-yl)ethyl]amino}ethyl)-N-[(3-fluoropyridin-2-yl)methyl]-[1,3]thiazolo[5,4-d]pyrimidin-7-amine